ClC1=CC=C(C=C1)NC(NCCC1=CC=C(C=C1)N(C)C)=O 3-(4-Chlorophenyl)-1-{2-[4-(dimethylamino)phenyl]ethyl}urea